CN1CCC2=CC3=C(C=C12)C=CC=C3 N-methylbenzo[f]indoline